2-(4-(6-Bromo-8-fluoroquinolin-2-yl)cuban-1-yl)propan-2-ol BrC=1C=C2C=CC(=NC2=C(C1)F)C12C3C4C5(C(C14)C2C53)C(C)(C)O